Methyl 2,4-dibromo-butanoate BrC(C(=O)OC)CCBr